COC=1C=C(C=CC1OC)CC(C(=O)Cl)F (Z)-3-(3,4-dimethoxyphenyl)-2-fluoropropoyl chloride